OC=1C=C(C=CC1)NC=1C=C(C=NC1)C1=CC2=C(NC(O2)=O)C=C1 6-(5-((3-hydroxyphenyl)amino)pyridin-3-yl)benzo[d]oxazol-2(3H)-one